2-[2-(4-hydroxy-phenyl)-benzoimidazol-1-yl]-4-methyl-pentanoic acid OC1=CC=C(C=C1)C1=NC2=C(N1C(C(=O)O)CC(C)C)C=CC=C2